E-5-[2-bromovinyl]uracil Br/C=C/C=1C(NC(NC1)=O)=O